CC=CC1=C(C=C(C=C1)C)C β-methyl-2,4-dimethylstyrene